O=C1OCCN1P(=O)(N1C(OCC1)=O)Cl bis-(2-oxo-3-oxazolidinyl)-phosphinoyl chloride